(R)-3-((3,3-dibutyl-5-(4-fluorophenyl)-7-(methylthio)-1,1-dioxido-2,3,4,5-tetrahydro-1,5-benzothiazepin-8-yl)oxy)-2-methoxypropanoic acid C(CCC)C1(CS(C2=C(N(C1)C1=CC=C(C=C1)F)C=C(C(=C2)OC[C@H](C(=O)O)OC)SC)(=O)=O)CCCC